FC(OC1=C(C(=O)OC(C)(C)C)C(=CC(=C1)C=1N(N=C2C=C(C=C(C12)O)C=1C=NN(C1)C)C)OC)F tert-butyl 2-(difluoromethoxy)-4-[4-hydroxy-2-methyl-6-(1-methylpyrazol-4-yl)indazol-3-yl]-6-methoxybenzoate